2-methyl-6-(trifluoromethyl)morpholine hydrochloride Cl.CC1CNCC(O1)C(F)(F)F